NC=1C=C(C=CC1)C1=CN=C2N1N=C(C=C2)NC2CCOCC2 3-(3-aminophenyl)-N-tetrahydropyran-4-yl-imidazo[1,2-b]pyridazin-6-amine